ClCC1=CC=CC(=N1)CO (6-(chloromethyl)pyridin-2-yl)methanol